tert-butyl (3-{5-(2-acrylamidopyrimidin-4-yl)-4-[3-(2,5-difluorobenzenesulfonylamino)-2-fluorophenyl]-thiazol-2-yl}-propyl)-carbamate C(C=C)(=O)NC1=NC=CC(=N1)C1=C(N=C(S1)CCCNC(OC(C)(C)C)=O)C1=C(C(=CC=C1)NS(=O)(=O)C1=C(C=CC(=C1)F)F)F